Cl.IC=1C=C(C=CC1)NC=O (3-iodophenyl)formamide hydrochloride